3-methoxy-N-methyl-N'-[[5-(trifluoromethyl)-2-pyridyl]methyl]bicyclo[1.1.1]pentane-1-carbohydrazide COC12CC(C1)(C2)C(=O)N(NCC2=NC=C(C=C2)C(F)(F)F)C